C(#N)C=1C=NN2C1C(=CC(=C2)OCC)C=2C=CC(=NC2)N2C[C@@H]1[C@H](C2)CC(C1)(C)NC(C1=C(C=CC(=C1)F)C)=O N-((3aR,5s,6aS)-2-(5-(3-cyano-6-ethoxypyrazolo[1,5-a]pyridin-4-yl)pyridin-2-yl)-5-methyloctahydrocyclopenta[c]pyrrol-5-yl)-5-fluoro-2-methylbenzamide